2-cyclopropyl-N-((1s,9s)-9-ethyl-5-fluoro-9-hydroxy-4-methyl-10,13-dioxo-2,3,9,10,13,15-hexahydro-1h,12h-benzo[de]pyrano[3',4':6,7]indolizino[1,2-B]quinolin-1-yl)-2-hydroxyacetamide C1(CC1)C(C(=O)N[C@H]1CCC=2C=3C1=C1C(=NC3C=C(C2C)F)C2=CC3=C(C(N2C1)=O)COC([C@]3(O)CC)=O)O